FC1=C(OC=2C=C(N=NC2)C(=O)O)C=CC=C1 5-(2-fluorophenoxy)pyridazine-3-carboxylic acid